Cl.F\C(=C/CN)\CS(=O)(=O)C1=CC=C(C=C1)F (Z)-3-fluoro-4-(4-fluorophenylsulfonyl)but-2-en-1-amine hydrochloride